1-[(2r,4r)-2-methyltetrahydro-2H-pyran-4-yl]-2-(1,3-thiazol-2-ylmethyl)-1H-imidazo[4,5-c]quinoline-8-carbonitrile C[C@H]1OCC[C@H](C1)N1C(=NC=2C=NC=3C=CC(=CC3C21)C#N)CC=2SC=CN2